C(C)(C)(C)OC(=O)N1C[C@@H](N([C@@H](C1)C)C1=CC(=C(C=C1)C(=O)OC)Br)C.C(CCCCCCC)C1=CC=C(C=C1)NC(CCCCCCCCC=C)=O N-(4-octylphenyl)undecylenamide tert-butyl-(3S,5R)-4-(3-bromo-4-methoxycarbonyl-phenyl)-3,5-dimethyl-piperazine-1-carboxylate